N-(1-acetyl-3-(difluoro(phenylsulfonyl)methyl)azetidin-3-yl)-2-methylpropane-2-sulfinamide C(C)(=O)N1CC(C1)(C(S(=O)(=O)C1=CC=CC=C1)(F)F)NS(=O)C(C)(C)C